6-pivaloyloxy-2-benzothiazolesulfonamide C(C(C)(C)C)(=O)OC1=CC2=C(N=C(S2)S(=O)(=O)N)C=C1